6-bromo-5-methyl-2-(trifluoromethyl)-4,5-dihydropyrazolo-[1,5-a]quinoxaline BrC1=C2N(CC=3N(C2=CC=C1)N=C(C3)C(F)(F)F)C